C1(CC1)C1=CC(=NN1)NC1=NC(=NC(=C1)N1CCN(CC1)C)N1C2CC(C1)(C2)CO [2-[4-[(5-cyclopropyl-1H-pyrazol-3-yl)amino]-6-(4-methylpiperazin-1-yl)pyrimidin-2-yl]-2-azabicyclo[2.1.1]hexan-4-yl]methanol